fluoromanganese F[Mn]